C1N(CC12CCOCC2)CC2=CC(=C(C=C2)C2=CC=C1C(=CC=NC1=C2)NC=2C=CC1=C(N=CS1)C2)F N-(7-(4-((7-oxa-2-azaspiro[3.5]nonan-2-yl)methyl)-2-fluorophenyl)quinolin-4-yl)benzo[d]thiazol-5-amine